N=1C=C(N2C1CCCC2)C(=O)O 5,6,7,8-tetrahydroimidazo[1,2-a]pyridine-3-carboxylic acid